1-[3-(ethylsulfonimidoyl)-4-[3-methyl-6-(trifluoromethyl)imidazo[4,5-c]pyridin-2-yl]phenyl]cyclopropane-carbonitrile C(C)S(=O)(=N)C=1C=C(C=CC1C1=NC2=C(C=NC(=C2)C(F)(F)F)N1C)C1(CC1)C#N